1-(2-(dimethylamino)ethyl)-N4-(4-(5-fluoro-1-methyl-1H-indol-3-yl)-7H-pyrrolo[2,3-d]pyrimidin-2-yl)-N1-methylbenzene-1,2,4-triamine CN(CCC1(C(C=C(C=C1)NC=1N=C(C2=C(N1)NC=C2)C2=CN(C1=CC=C(C=C21)F)C)N)NC)C